8-bromo-6-tosyl-5,6-dihydro-4H-benzo[b]thieno[2,3-d]azepine-9-carboxylic acid BrC=1C(=CC2=C(N(CCC3=C2SC=C3)S(=O)(=O)C3=CC=C(C)C=C3)C1)C(=O)O